di(2-ethylhexyl) maleate C(\C=C/C(=O)OCC(CCCC)CC)(=O)OCC(CCCC)CC